2-(5,6-Difluoro-benzothiazol-2-ylamino)-1-methyl-1H-benzoimidazole-5-carboxylic acid methylamide CNC(=O)C1=CC2=C(N(C(=N2)NC=2SC3=C(N2)C=C(C(=C3)F)F)C)C=C1